N[C@H]1CC(C2=CC(=CC=C12)N1C(=NC=2C1=NC(=CC2)N2N=CC=C2)C=2C(=NC=CC2)N)=O (S)-3-amino-6-(2-(2-aminopyridin-3-yl)-5-(1H-pyrazol-1-yl)-3H-imidazo[4,5-b]pyridin-3-yl)-2,3-dihydro-1H-inden-1-one